6-{4-[(6-methoxypyridin-3-yl)oxy]piperidin-1-yl}-5-methyl-N-(pyridin-4-ylmethyl)pyridine-3-carboxamide COC1=CC=C(C=N1)OC1CCN(CC1)C1=C(C=C(C=N1)C(=O)NCC1=CC=NC=C1)C